ClC=1C=C(C=CC1)C(C)O 1-(3-chlorophenyl)ethan-1-ol